adipic acid di-zinc [Zn].[Zn].C(CCCCC(=O)O)(=O)O